N1=C(N=C2N1C=CC=N2)C(=O)O [1,2,4]triazolo[1,5-a]pyrimidine-2-carboxylic acid